C(C)(C)(C)OC(=O)N1C[C@@H]2COC3=C(CN2CC1)C=C(C(=C3C)C3=C(C=CC=C3O)Cl)C#C (12AR)-9-(2-chloro-6-hydroxyphenyl)-8-ethynyl-10-methyl-3,4,12,12a-tetrahydro-6H-pyrazino[2,1-c][1,4]benzoxazepine-2(1H)-carboxylic acid tert-butyl ester